C1(=CC=C(C=C1)C(C)(C)NC1=C(C=CC=C1C)C)C(C)(C)NC1=C(C=CC=C1C)C 4'-(1,4-phenylenebis(propane-2,2-diyl))bis(2,6-dimethylaniline)